{3-[(6-Methyl-pyridine-2-carbonyl)-amino]-adamantan-1-yl}-carbamic acid 4,4,4-trifluoro-butyl ester FC(CCCOC(NC12CC3(CC(CC(C1)C3)C2)NC(=O)C2=NC(=CC=C2)C)=O)(F)F